BrC1=CN(C2=NC=C(N=C21)[2H])S(=O)(=O)C2=CC=C(C)C=C2 7-bromo-5-tosyl-5H-pyrrolo[2,3-b]pyrazine-2-d